2-(4-((4-(isoindolin-2-ylmethyl)-2-(methylsulfonyl)phenoxy)methyl)phenyl)propan-2-ol C1N(CC2=CC=CC=C12)CC1=CC(=C(OCC2=CC=C(C=C2)C(C)(C)O)C=C1)S(=O)(=O)C